C(C)OC1=C(C=CC=C1)CC(=O)NC1=CC(=C(C=C1)N1N=CC(=C1)F)S(N)(=O)=O 2-(2-ethoxyphenyl)-N-[4-(4-fluoro-1H-pyrazol-1-yl)-3-sulfamoylphenyl]acetamide